[6-(5-amino-2-chloropyrimidin-4-yl)-1-oxo-2,3-dihydro-1H-isoindol-2-yl]acetic acid tert-butyl ester C(C)(C)(C)OC(CN1C(C2=CC(=CC=C2C1)C1=NC(=NC=C1N)Cl)=O)=O